1-(2-(4,4-difluoropiperidin-1-yl)-6-methoxy-7-(3-(pyrrolidin-1-yl)propoxy)quinazolin-4-yl)piperidin-2-amine FC1(CCN(CC1)C1=NC2=CC(=C(C=C2C(=N1)N1C(CCCC1)N)OC)OCCCN1CCCC1)F